C(CCNC([C@@H](O)C(C)(C)CO)=O)(=O)N D(+)-pantothenamide